C(CCCCCCC\C=C/CCCCCC)(=O)OCCCCCCCCCCCCCCCC hexadecan-1-yl palmitoleate